4-morpholinobenzoic acid O1CCN(CC1)C1=CC=C(C(=O)O)C=C1